ClC=1C=CC(=C(C(=O)NC2=NC=C(N=C2)Cl)C1)O 5-chloro-N-(5-chloro-2-pyrazinyl)-2-hydroxybenzoamide